C1=NC=CC=2NC=3C=C(C=CC3C21)C=2C=C(C(=NC2)N2CC(C2)OC2CCN(CC2)CCC2CCN(CC2)C=2C=C1C(N(C(C1=CC2)=O)C2C(NC(CC2)=O)=O)=O)C(F)(F)F 5-(4-(2-(4-((1-(5-(5H-pyrido[4,3-b]indol-7-yl)-3-(trifluoromethyl)pyridin-2-yl)azetidin-3-yl)oxy)piperidin-1-yl)ethyl)piperidin-1-yl)-2-(2,6-dioxopiperidin-3-yl)isoindoline-1,3-dione